4-(2-amino-3-pyridyl)-N-(2-methyl-5-nitro-phenyl)pyrimidin-2-amine NC1=NC=CC=C1C1=NC(=NC=C1)NC1=C(C=CC(=C1)[N+](=O)[O-])C